COC(C1=C(C(=C(C(=C1I)NC(COC)=O)I)C(NNCC(CO)O)=O)I)=O 3-(2,3-dihydroxypropylaminocarbamoyl)-2,4,6-triiodo-5-(2-methoxyacetylamino)-benzoic acid methyl ester